Tert-butyl 5-(5-(6-bromo-3-(N,N-di(t-butoxycarbonyl) amino) pyrazin-2-yl) isoxazol-3-yl)-1H-benzo[d][1,2,3]triazole-1-carboxylate BrC1=CN=C(C(=N1)C1=CC(=NO1)C1=CC2=C(N(N=N2)C(=O)OC(C)(C)C)C=C1)N(C(=O)OC(C)(C)C)C(=O)OC(C)(C)C